dimethyl-bis(methoxymethyl)biphenyl CC=1C(=C(C=CC1COC)C1=CC=C(C=C1)COC)C